NC=1C(=CC=2SCC[C@@H]3N(C2N1)CCNC3)C (S)-2-amino-3-methyl-6,7,7a,8,10,11-hexahydro-9H-pyrazino[1,2-d]pyrido[3,2-b][1,4]thiazepin